(E)-3-fluoro-2-isopropyl-5-styrylphenol FC=1C(=C(C=C(C1)\C=C\C1=CC=CC=C1)O)C(C)C